3-(2-(pyridin-3-ylamino)ethyl)urea N1=CC(=CC=C1)NCCNC(N)=O